2-(2-Nitrovinyl)furan [N+](=O)([O-])C=CC=1OC=CC1